1-((2-bromophenyl)methyl-d2)piperazine BrC1=C(C=CC=C1)C(N1CCNCC1)([2H])[2H]